5-(5-chloroisoindolin-2-yl)-N-(3-methoxyphenyl)-7-(1H-pyrazol-4-yl)pyrazolo[1,5-a]pyrimidine-2-carboxamide ClC=1C=C2CN(CC2=CC1)C1=NC=2N(C(=C1)C=1C=NNC1)N=C(C2)C(=O)NC2=CC(=CC=C2)OC